NC=1C=2N(C=C(N1)C1=CC(=NN1C)C(F)(F)F)C(=CN2)C=2C=C(C=CC2C)S(=O)(=O)N[C@@H]2CC[C@H](CC2)O 3-{8-Amino-6-[1-methyl-3-(trifluoromethyl)-1H-pyrazol-5-yl]imidazo[1,2-a]pyrazin-3-yl}-N-(trans-4-hydroxycyclohexyl)-4-methylbenzenesulfonamide